N-(4-hydroxy-3-(methylsulfonyl)phenyl)-2-(3-(trifluoromethyl)phenyl)thiazole-4-carboxamide OC1=C(C=C(C=C1)NC(=O)C=1N=C(SC1)C1=CC(=CC=C1)C(F)(F)F)S(=O)(=O)C